3,5-dimethyl-4-formyl-benzoic acid CC=1C=C(C(=O)O)C=C(C1C=O)C